[C@H]12CNC[C@H](CC1)N2C2=NC(=NC1=CC(=CC=C21)C2=CC(=CC1=CC=CC=C21)O)OCC2=CC(=CC=C2)N(C)C 4-(4-((1R,5S)-3,8-diazabicyclo[3.2.1]octan-8-yl)-2-((3-(dimethylamino)benzyl)oxy)quinazolin-7-yl)naphthalen-2-ol